3'-oxo-adenosine C1=NC(=C2C(=N1)N(C=N2)[C@H]3[C@@H](C(=O)[C@H](O3)CO)O)N